BrC1=NN(C2=CC3=C(C=C12)C(C(CC3)(F)F)CC)C3OCCCC3 Bromo-5-ethyl-6,6-difluoro-1-(tetrahydro-2H-pyran-2-yl)-5,6,7,8-tetrahydro-1H-benzo[f]indazole